NC1=CC=C(OC2=C(C=CC=C2)C2=C(C=CC=C2)OC2=CC=C(C=C2)N)C=C1 2,2'-bis(4-aminophenoxy)biphenyl